ClC1=CC=C(C=C1)C=CC(=O)N p-chlorobenzeneacrylamide